[O-]S(=O)(=O)C(F)(F)F.COC1=C(C=CC(=C1)N1N=CC=N1)[N+]#N 2-methoxy-4-(2H-1,2,3-triazol-2-yl)benzenediazonium triflate